(1-amino-2-methylhexan-2-yl)-1,5-naphthyridine-2,4-diamine NCC(CCCC)(C)C=1C(=NC2=CC=CN=C2C1N)N